1-(4,5-dimethyl-6-(1-methyl-1H-pyrazol-5-yl)pyridazin-3-ylpiperidin-4-yl)urea CC1=C(N=NC(=C1C)C1=CC=NN1C)N1CCC(CC1)NC(=O)N